(4-cyanobenzyl)-phosphonic acid-diethyl ester C(C)OP(OCC)(=O)CC1=CC=C(C=C1)C#N